(E)-5-(3-(3-bromo-4-hydroxyphenyl)-2-hydroxyimino-propylamino)-N-hydroxypentanamide BrC=1C=C(C=CC1O)C\C(\CNCCCCC(=O)NO)=N/O